C(#N)C=1C2=C(SC1NC(OC(C)(C)C)=O)C(=CC=C2C=2C1=C(C=3C(=NC(=NC3C2F)OC[C@H]2N(CCC2)C)O)COC1)F tert-Butyl (3-cyano-7-fluoro-4-(5-fluoro-1-hydroxy-3-(((S)-1-methylpyrrolidin-2-yl)methoxy)-7,9-dihydrofuro[3,4-f]quinazolin-6-yl)benzo[b]thiophen-2-yl)carbamate